3-(4,4-difluoroazepan-1-yl)quinoline-2-carbonitrile FC1(CCN(CCC1)C=1C(=NC2=CC=CC=C2C1)C#N)F